(t-butoxycarbonyl)-L-alanyl-L-cysteine methyl ester COC([C@@H](NC([C@@H](NC(=O)OC(C)(C)C)C)=O)CS)=O